ClC=1C(=NC=C(C1)Cl)OC1CCC2(C(NC3=CC=C(C=C23)C(=O)NCCOCCOCCOC)=O)CC1 cis-4-[(3,5-dichloro-2-pyridyl)oxy]-N-[2-[2-(2-methoxyethoxy)ethoxy]ethyl]-2'-oxo-spiro[cyclohexane-1,3'-indoline]-5'-carboxamide